C(C(C)(C)C)(=O)OC methyl pivalate